OC1=C(C(=C(C=C1)C=1COC2=C(C1)C=CC(=C2)O)OC)CC=C(C)C 3-[4-hydroxy-2-methoxy-3-(3-methyl-2-buten-1-yl)phenyl]-2H-1-benzopyran-7-ol